BrC1=NC=C(C(=C1)O[C@H](CCO[Si](C)(C)C(C)(C)C)C)Cl [(3S)-3-[(2-bromo-5-chloro-4-pyridyl)oxy]butoxy]-tert-butyl-dimethyl-silane